COC1=C(C(=O)P(CCCC)(C(C2=C(C=CC=C2OC)OC)=O)=O)C(=CC=C1)OC bis(2,6-dimethoxybenzoyl)n-butylphosphine oxide